ClC1=NC2=NC(=C(N=C2C(=N1)C1=CCC(CC1)(C)C)C)C 2-chloro-4-(4,4-dimethylcyclohex-1-en-1-yl)-6,7-dimethylpteridine